2-(2-Aminopyridin-4-yl)-N-(7-(4-(hydroxymethyl)piperidin-1-yl)-3,4-dihydro-2H-benzo[b][1,4]oxazin-6-yl)oxazole-4-carboxamide NC1=NC=CC(=C1)C=1OC=C(N1)C(=O)NC1=CC2=C(OCCN2)C=C1N1CCC(CC1)CO